2-vinylpyridine silver [Ag].C(=C)C1=NC=CC=C1